C(=O)(O)C1=CC=C(C=C1)C1(C2=CC=CC=C2C=2C=CC=CC12)C1=CC=C(C=C1)C(=O)O 9,9-bis(4-carboxyphenyl)fluorene